methyl 4-amino-6-(phenylamino)-1,3,5-triazine-2-carboxylate NC1=NC(=NC(=N1)NC1=CC=CC=C1)C(=O)OC